CC=1C=C(C=CC1N)C1=CC(=C(C=C1)N)C 3,3'-bis(methyl)-4,4'-diaminobiphenyl